S-(2-iodoethyl) thiobutyrate C(CCC)(=O)SCCI